C(C)C1(N(C(C(=C(N1)C(=O)OC[C@@H]1[C@H]([C@H]([C@@H](O1)N1C=NC=2C(=O)NC(N(C)C)=NC12)OC)O)OCC)=O)C)N(C)CC1=CC=CC=C1 N2,N2-dimethyl-2'-O-methyl-guanosine Ethyl-2-(benzyl-(methyl)amino)-5-ethoxy-1-methyl-6-oxo-1,6-dihydropyrimidine-4-carboxylate